FC=1C=C(OC=2C=CC(=NC2)NC(C(C)N2CC(N(CC2)C(=O)C2=CC=[N+](C=C2)[O-])(C)C)=O)C=CC1F 4-(4-(1-((5-(3,4-difluorophenoxy)pyridin-2-yl)amino)-1-oxopropan-2-yl)-2,2-dimethylpiperazine-1-carbonyl)pyridine 1-oxide